[6-[(4aS,8aR)-6-ethyl-3,4a,5,7,8,8a-hexahydro-2H-pyrido[4,3-b][1,4]oxazin-4-yl]pyridazin-3-yl]-5-chloro-3-methyl-phenol C(C)N1C[C@H]2[C@H](OCCN2C2=CC=C(N=N2)C2=C(C=C(C=C2C)Cl)O)CC1